C(CC)C=1NC(=C(N1)CO)CO 2-propyl-4,5-dimethylolimidazole